O=C1[C@H](C[C@@H]2N1CCN(C2)C(=O)OC(C)(C)C)CCC=O tert-butyl (7S,8aS)-6-oxo-7-(3-oxopropyl)hexahydropyrrolo[1,2-a]pyrazine-2(1H)-carboxylate